OC1CC2C(C([C@H]3[C@@H]4CC[C@H]([C@@H](CCC(=O)O)C)[C@]4(C(C[C@@H]3[C@]2(CC1)C)O)C)O)O 3,6,7,12-tetrahydroxy-cholan-24-oic acid